5,7-dimethyl-1,6-octadiene CC(CCC=C)C=C(C)C